FC=1C(=CC(=C2NC(C=3N(C12)C(=NN3)C)(C)C)C)C=3C=C(C=C1C(=CNC31)C#CC)F 9-Fluoro-8-(5-fluoro-3-prop-1-ynyl-1H-indol-7-yl)-1,4,4,6-tetramethyl-5H-[1,2,4]triazolo[4,3-a]quinoxaline